C(C)OC([C@H](NC([C@@H](NC(CN)=O)C(C)C)=O)CCC(=O)OCC)=O glycyl-L-valyl-D-glutamic acid diethyl ester